5-(2,6-dihydroxy-5'-methyl-4-pentyl-1',2',3',4'-tetrahydro-[1,1'-biphenyl]-3-yl)-1,3,4-oxadiazol-2(3H)-one OC1=C(C(=CC(=C1C1=NNC(O1)=O)CCCCC)O)C1CCCC(=C1)C